((1-(pyrrolidin-1-yl)methylcyclopropan-1-yl)methoxy)pyrido[2,3-d]pyrimidine N1(CCCC1)CC1(CC1)COC=1N=CC2=C(N1)N=CC=C2